bis(perfluorophenyl) 3,3'-((oxybis(ethane-2,1-diyl))bis(oxy))dipropionate O(CCOCCC(=O)OC1=C(C(=C(C(=C1F)F)F)F)F)CCOCCC(=O)OC1=C(C(=C(C(=C1F)F)F)F)F